ethyl 7-cyclobutyl-4-hydroxy-2-oxo-1,2-dihydroquinoline-3-carboxylate C1(CCC1)C1=CC=C2C(=C(C(NC2=C1)=O)C(=O)OCC)O